P(=O)N[Hf] Phosphine-AmidoHafnium